C(CCCCCCCCC)[NH2]=O Decylamine oxide